6-chloro-5-difluoromethyl-N-(1-methylpiperidin-3-yl)pyridazin-3-amine ClC1=C(C=C(N=N1)NC1CN(CCC1)C)C(F)F